FC1=CC=C(CN2C(NC=C(C2=O)C(=O)NC2=C(C=CC=C2)F)=O)C=C1 3-(4-fluorobenzyl)-N-(2-fluorophenyl)-2,4-dioxo-1,2,3,4-tetrahydropyrimidine-5-carboxamide